ClC=1C(=NC=CC1)C=1C(=NNC1)C(=O)N (3-chloro-2-pyridyl)pyrazole-3-carboxamide